(α-cumyl)phenol C(C)(C)(C1=CC=CC=C1)C1=C(C=CC=C1)O